2-(3-((2-((1H-pyrazol-3-yl)methyl)-4-methyl-5-oxo-4H-thiazolo[5',4':4,5]pyrrolo[2,3-d]pyridazin-6(5H)-yl)methyl)-1-methyl-1H-pyrazol-4-yl)acetamide N1N=C(C=C1)CC=1SC2=C(N(C=3C(N(N=CC32)CC3=NN(C=C3CC(=O)N)C)=O)C)N1